S-Methyl 5-fluoro-2-hydroxybenzothioate FC=1C=CC(=C(C(SC)=O)C1)O